6-hydroxymethyl-cyclohexane OCC1CCCCC1